ethyl 4-((((2-fluoro-5-(trifluoromethoxy)phenyl)carbamoyl)oxy)methyl)benzofuran-6-carboxylate FC1=C(C=C(C=C1)OC(F)(F)F)NC(=O)OCC1=CC(=CC2=C1C=CO2)C(=O)OCC